C(C1=CC=CC=C1)N[C@H]1[C@H]([C@@H]2CC[C@H](C1)N2C(=O)OC(C)(C)C)F |r| (±)-tert-butyl (1S,2R,3R,5R)-3-(benzylamino)-2-fluoro-8-azabicyclo[3.2.1]octane-8-carboxylate